The molecule is a myo-inositol pentakisphosphate. It has a role as a mouse metabolite. It derives from a myo-inositol. It is a conjugate acid of a myo-inositol 1,3,4,5,6-pentakisphosphate(10-). [C@H]1([C@H](C([C@H]([C@@H](C1O)OP(=O)(O)O)OP(=O)(O)O)OP(=O)(O)O)OP(=O)(O)O)OP(=O)(O)O